C[C@@H]1CN(C[C@H]2N1CC1=CC(=CC=C21)N2C[C@@H](NCC2)C)C2=CC(N(C1=NC=CC=C21)C)=O 4-[(4R,10bS)-4-methyl-8-[(3S)-3-methylpiperazin-1-yl]-3,4,6,10b-tetrahydro-1H-pyrazino[2,1-a]isoindol-2-yl]-1-methyl-1,8-naphthyridin-2-one